BrC=1C=C(C(=C(C=NC(C(=O)OC)C(C)C)C1)OC(C(C)C)=O)OC(C(C)C)=O methyl 2-(5-bromo-2,3-bis(isobutyryl-oxy)benzylideneamino)-3-methylbutanoate